C(C)(C)(C)OC(=O)N1CCC(CC1)(C#N)C=1C=NC(=CC1)OC 4-(6-methoxypyridin-3-yl)-4-cyanopiperidine-1-carboxylic acid tert-butyl ester